N-(3-chloro-5-(methylsulfonamido)phenyl)-5-(5-((1-(2,2-difluoroethyl)azetidin-3-yl)oxy)-3-fluoropyridin-2-yl)-1-methyl-1H-pyrrole-3-carboxamide ClC=1C=C(C=C(C1)NS(=O)(=O)C)NC(=O)C1=CN(C(=C1)C1=NC=C(C=C1F)OC1CN(C1)CC(F)F)C